[1-(Aminomethyl)-3-[2-(methylamino)ethyl]indol-4-yl] hypoiodite IOC1=C2C(=CN(C2=CC=C1)CN)CCNC